thieno[3,4-b]furan O1C=2C(C=C1)=CSC2